oxygen hydrogen fluoride F.[O]